6-(3-Amino-6-(1-methyl-1H-pyrazol-4-yl)pyrazin-2-yl)-2-(3-methoxy-5-(trifluoromethoxy)phenyl)pyridazin-3(2H)-on NC=1C(=NC(=CN1)C=1C=NN(C1)C)C=1C=CC(N(N1)C1=CC(=CC(=C1)OC(F)(F)F)OC)=O